C(C)C(COCC1(COC=2C(OC1)=CSC2C2=CC=C(C1=NSN=C12)C=1SC=C2OCC(COC21)(COCC(CCCC)CC)COCC(CCCC)CC)COCC(CCCC)CC)CCCC 4,7-bis(3,3-bis(((2-ethylhexyl)oxy)methyl)-3,4-dihydro-2H-thieno[3,4-B][1,4]dioxepin-6-yl)benzo[C][1,2,5]thiadiazole